NC1=NC=CC=C1C1=CC=C2CCC(C(C2=C1)=O)(C)C 7-(2-aminopyridin-3-yl)-2,2-dimethyl-3,4-dihydronaphthalen-1(2H)-one